COC1=C(C=C(C=N1)C1=CC=C2C(=NNC2=C1)C(=O)NC)C=1N=NN(N1)C(CC)C1=CC=CC=C1 6-(6-methoxy-5-(2-(1-phenylpropyl)-2H-tetrazol-5-yl)pyridin-3-yl)-N-methyl-1H-indazole-3-carboxamide